N1CC(C1)C1=NN(C2=NC=CC(=C21)N2CC(C2)(F)CO)C2=CC=C(C=C2)OC(F)(F)F (1-(3-(azetidin-3-yl)-1-(4-(trifluoromethoxy)phenyl)-1H-pyrazolo[3,4-b]pyridin-4-yl)-3-fluoroazetidin-3-yl)methanol